methyl 5-[2-(2-{[1,1'-biphenyl]-2-sulfonamido}phenyl)ethynyl]pyridine-2-carboxylate C=1(C(=CC=CC1)S(=O)(=O)NC1=C(C=CC=C1)C#CC=1C=CC(=NC1)C(=O)OC)C1=CC=CC=C1